4-Butylamide CCCC[NH-]